4-bromobenzene-1,2-dicarboxylic acid BrC=1C=C(C(=CC1)C(=O)O)C(=O)O